ClC=1C=C(OCCN2CCN(CC2)C(=O)OC(C)(C)C)C=CC1C=1SC=C(N1)CC(=O)OCC TERT-BUTYL 4-(2-(3-CHLORO-4-(4-(2-ETHOXY-2-OXOETHYL)THIAZOL-2-YL)PHENOXY)ETHYL)PIPERAZINE-1-CARBOXYLATE